N1=CN=C(C2=C1NC=C2)C=2C=NN(C2)CC=2C=C(C=CC2)NC(C2=CC(=CC=C2)C(F)(F)F)=O N-(3-{[4-(7H-pyrrolo[2,3-d]pyrimidin-4-yl)-1H-pyrazol-1-yl]methyl}phenyl)-3-(trifluoromethyl)benzamide